CC(CCC)C(COC)(COC)C(C)C 2-(1-methylbutyl)-2-isopropyl-1,3-dimethoxypropane